2-amino-7-(4-fluorobenzyl)-9-((2r,3r,5s)-3-hydroxy-5-(hydroxymethyl)tetrahydrofuran-2-yl)-7,9-dihydro-1H-purine-6,8-dione NC=1NC(C=2N(C(N(C2N1)[C@@H]1O[C@@H](C[C@H]1O)CO)=O)CC1=CC=C(C=C1)F)=O